6-(3-chlorobenzylamino)purine mesylate S(C)(=O)(=O)O.ClC=1C=C(CNC2=C3NC=NC3=NC=N2)C=CC1